3-(5-Amino-2-methyl-4-oxo-4H-quinazolin-3-yl)piperidine-2,6-dione NC1=C2C(N(C(=NC2=CC=C1)C)C1C(NC(CC1)=O)=O)=O